fluoro-N-(1-(4-fluorophenyl)cyclopropyl)-4'-hydroxy-3',4'-dihydro-1'H-spiro[piperidine-4,2'-quinoline]-1-carboxamide FN1C2(CC(C3=CC=CC=C13)O)CCN(CC2)C(=O)NC2(CC2)C2=CC=C(C=C2)F